C1(=CC=CC=C1)CC 1-phenylethan